C12C(C3CC(CC(C1)C3)C2)NC(CN2C(C(=CC=C2)NC([C@H](CC/C=C/C(=O)OC)NC(=O)C2=CN=CN2C)=O)=O)=O (S,E)-methyl 7-(1-(2-(2-adamantylamino)-2-oxoethyl)-2-oxo-1,2-dihydropyridin-3-ylamino)-6-(1-methyl-1H-imidazole-5-carboxamido)-7-oxohept-2-enoate